C(C(C(C(C(C(C(C(\C(=C(/C(C(C(C(C(C(C(C([2H])([2H])[2H])([2H])[2H])([2H])[2H])([2H])[2H])([2H])[2H])([2H])[2H])([2H])[2H])([2H])[2H])\[2H])\[2H])([2H])[2H])([2H])[2H])([2H])[2H])([2H])[2H])([2H])[2H])([2H])[2H])([2H])[2H])(=O)O[2H] oleic acid-d34